(R or S)-2-Fluoro-N-[5-(1-hydroxyethyl)-2-phenyl-2H-pyrazolo[4,3-b]pyridin-3-yl]-5-(1H-pyrazol-3-yl)-4-(trifluoromethyl)benzamide FC1=C(C(=O)NC=2N(N=C3C2N=C(C=C3)[C@@H](C)O)C3=CC=CC=C3)C=C(C(=C1)C(F)(F)F)C1=NNC=C1 |o1:15|